[Si](C)(C)(C(C)(C)C)O[C@@H]([C@H](CC(=O)O)OC1CCCC1)C1=CC(=C(C=C1)C)OC (3S,4R)-4-((tert-butyldimethylsilyl)oxy)-3-(cyclopentyloxy)-4-(3-methoxy-4-methylphenyl)butanoic acid